FC1(CCC(CC1)S(=O)(=O)NC1CCC2(CN(C2)C(=O)OC(C)(C)C)CC1)F Tert-Butyl 7-[(4,4-difluorocyclohexyl)sulfonylamino]-2-azaspiro[3.5]nonane-2-carboxylate